3-[4'-(2''-hydroxyethyl)benzoyl]-5,7-dimethoxycoumarin OCCC1=CC=C(C(=O)C=2C(OC3=CC(=CC(=C3C2)OC)OC)=O)C=C1